C(C)(C)(C)OC(CN(C(CN1CCN(CCN(CCN(CC1)CC(OC(C)(C)C)=O)CC(OC(C)(C)C)=O)CC(=O)OC(C)(C)C)=O)CCOC)=O N-(2-methoxyethyl)-N-{[4,7,10-tris(2-tert-butoxy-2-oxoethyl)-1,4,7,10-tetraazacyclododec-1-yl]acetyl}glycine tert-butyl ester